BrC1=C(C2=C(N(N=N2)CC(F)(F)F)C=C1)C 5-Bromo-4-methyl-1-(2,2,2-trifluoroethyl)-1H-benzotriazole